COC1=CC=C(CN2N=C(N=C2C=2N=C3N(C=CC(=N3)SC)C2)C(F)(F)F)C=C1 2-(1-(4-methoxybenzyl)-3-(trifluoromethyl)-1H-1,2,4-triazol-5-yl)-7-(methylthio)imidazo[1,2-a]pyrimidine